C(CCCCCCCCCCC)SCCC(=O)OCC(COC(CCSCCCCCCCCCCCC)=O)(COC(CCSCCCCCCCCCCCC)=O)COC(CCSCCCCCCCCCCCC)=O.FC(C1=C(C=C(C=C1)C(F)(F)F)B(C1=C(C=CC(=C1)C(F)(F)F)C(F)(F)F)C1=C(C=CC(=C1)C(F)(F)F)C(F)(F)F)(F)F tris(2,5-bis(trifluoromethyl)phenyl)borane 2,2-bis{[3-(dodecylthio)-1-oxopropoxy]methyl}propane-1,3-diyl bis[3-(dodecylthio)propionate]